1-[6-(1-acetylpiperidin-4-yl)-7-difluoromethyl-3,4-dihydro-2H-quinolin-1-yl]-[2,7]naphthyridine-3-carboxylic acid methylamide CNC(=O)C=1N=C(C2=CN=CC=C2C1)N1CCCC2=CC(=C(C=C12)C(F)F)C1CCN(CC1)C(C)=O